BrC=1C=C2C(=NC1)C(C(N2C2CC(C2)(N2C1COC(C2)CC1)C)=O)(C)C 6-bromo-3,3-dimethyl-1-[3-methyl-3-(2-oxa-5-azabicyclo[2.2.2]oct-5-yl)cyclobutyl]pyrrolo[3,2-b]pyridin-2-one